2'-(5-Cyclopentyl-1H-imidazol-2-yl)-5-(methylsulfonyl)-3,4'-bipyridine trifluoroacetate salt FC(C(=O)O)(F)F.C1(CCCC1)C1=CN=C(N1)C1=NC=CC(=C1)C=1C=NC=C(C1)S(=O)(=O)C